C12(CC3(CC(CC(C1)(C3)C(=O)O)(C2)C(=O)O)C(=O)O)C(=O)O 1,3,5,7-Adamantane-tetracarboxylic acid